2-(4-((4-ethylpiperazin-1-yl)methyl)phenylamino)thiophen C(C)N1CCN(CC1)CC1=CC=C(C=C1)NC=1SC=CC1